4'-chloro-5'-(cyclopentyloxy)-2,2',3,4,5,6-hexafluoro-1,1'-biphenyl ClC1=CC(=C(C=C1OC1CCCC1)C1=C(C(=C(C(=C1F)F)F)F)F)F